ClCC=1C(=NC(=CC1)F)NC1C(NC(CC1)=O)=O 3-((3-(Chloromethyl)-6-fluoropyridin-2-yl)amino)piperidine-2,6-dione